N-(3-azacyclopentyl)pyrazole-4-boronic acid pinacol ester C1(CNCC1)N1N=CC(=C1)B1OC(C)(C)C(C)(C)O1